C(C1=CC=CC=C1)OC(=O)N1C(N(C[C@H]1C(N(C)C1=CC(=C(C=C1)F)Cl)=O)C(CC)=O)=O (5S)-3-propanoyl-5-[(3-chloro-4-fluoro-phenyl)-methyl-carbamoyl]-2-oxo-imidazolidine-1-carboxylic acid benzyl ester